1,3-Bis(amino-methyl)benzol NCC1=CC(=CC=C1)CN